FC1=C(N)C=CC(=C1)C1=NN(C=N1)C1=CC=C(C=C1)OC(C(F)(F)F)(F)F 2-fluoro-4-(1-(4-(perfluoroethoxy)phenyl)-1H-1,2,4-triazol-3-yl)aniline